C(=O)O.O=C1C(NCCN1)=O Dioxopiperazine Formate